(±)-4-Fluoro-3-(3-((2-(trifluoromethyl)phenoxy)methyl)pyrrolidin-1-yl)benzoic Acid FC1=C(C=C(C(=O)O)C=C1)N1C[C@@H](CC1)COC1=C(C=CC=C1)C(F)(F)F |r|